ClC=1C2=C(N=CN1)N(C=C2I)C2CC(CC2)O 3-(4-chloro-5-iodo-7H-pyrrolo[2,3-d]pyrimidin-7-yl)cyclopentan-1-ol